C1(=CC=CC=C1)C(C1=CC=CC=C1)[SiH2]OC Diphenylmethylmethoxysilane